N-Ethoxypropanamide C(C)ONC(CC)=O